7-methoxy-2-(prop-1-en-2-yl)-N-(1-(3,4,5-trimethoxyphenyl)-1H-imidazol-4-yl)quinazolin-4-amine COC1=CC=C2C(=NC(=NC2=C1)C(=C)C)NC=1N=CN(C1)C1=CC(=C(C(=C1)OC)OC)OC